C(C)N1CCN(CC1)CC1=CC=C(C(=O)NC2=CC(=C(C=C2)OCC2=NC=CC=C2)Cl)C=C1 4-((4-ethylpiperazin-1-yl)methyl)-N-(3-chloro-4-(pyridin-2-ylmethoxy)phenyl)benzamide